(R)-5-Cyclopropoxy-2-(4-((1-methylpiperidin-3-yl)amino)pyrido[3,4-d]pyridazin-1-yl)phenol formate C(=O)OC1=C(C=CC(=C1)OC1CC1)C1=C2C(=C(N=N1)N[C@H]1CN(CCC1)C)C=NC=C2